1-(3-chloro-4-heptoxyphenyl)biguanide ClC=1C=C(C=CC1OCCCCCCC)NC(=N)NC(=N)N